NC1=CC=C(OC2=CC=C(C=C2)NC(=O)C=2C=C3C(N(C(C3=CC2)=O)C2=CC=C(C=C2)OC2=CC=C(C=C2)N)=O)C=C1 N,2-bis(4-(4-aminophenoxy)phenyl)-1,3-dioxoisoindoline-5-formamide